2-(6-(4-(6-(tert-butoxycarbonyl)-2,6-diazaspiro[3.3]heptan-2-yl)phenyl)-4-fluoro-1-oxoisoindolin-2-yl)-2-(6,7-dihydro-5H-pyrrolo[1,2-c]imidazol-1-yl)acetic acid C(C)(C)(C)OC(=O)N1CC2(CN(C2)C2=CC=C(C=C2)C2=CC(=C3CN(C(C3=C2)=O)C(C(=O)O)C2=C3N(C=N2)CCC3)F)C1